2-(1,3-dioxo-1,3-dihydro-2H-isoindol-2-yl)-3-(1H-indol-3-yl)propanoic acid O=C1N(C(C2=CC=CC=C12)=O)C(C(=O)O)CC1=CNC2=CC=CC=C12